2-{[(azetidin-3-ylidene)amino]oxy}propane-1,3-diol N1CC(C1)=NOC(CO)CO